FC(C(C)NS(=O)C(C)(C)C)(C=C)F N-(3,3-difluoropent-4-en-2-yl)-2-methylpropan-2-sulfinamide